1-(4-chlorophenyl)-4-methoxypiperidin-4-yl ether ClC1=CC=C(C=C1)N1CCC(CC1)(OC)OC1(CCN(CC1)C1=CC=C(C=C1)Cl)OC